O=C1NC(CCC1NC1=CC(=C(C=C1)N1CCC(CC1)CC1=C2CCN(CC2=CC=C1)C(=O)OC(C)(C)C)F)=O tert-butyl 5-[[1-[4-[(2,6-dioxo-3-piperidyl)amino]-2-fluoro-phenyl]-4-piperidyl]methyl]-3,4-dihydro-1H-isoquinoline-2-carboxylate